6-fluoro-2-(2,2,2-trifluoroethyl)benzoxazole FC1=CC2=C(N=C(O2)CC(F)(F)F)C=C1